S-ethyl 3-ethyl-2,6-dioxo-1-propyl-8-(1-(3-(trifluoromethyl)benzyl)-1H-pyrazol-4-yl)-1,2,3,6-tetrahydro-7H-purine-7-carbothioate C(C)N1C(N(C(C=2N(C(=NC12)C=1C=NN(C1)CC1=CC(=CC=C1)C(F)(F)F)C(SCC)=O)=O)CCC)=O